4-(6-(1,4-dioxa-8-azaspiro[4.5]decan-8-yl)pyridin-3-yl)-6,7,9-trimethoxynaphtho[2,3-c]furan-1(3H)-one O1CCOC12CCN(CC2)C2=CC=C(C=N2)C2=C1C=C(C(=CC1=C(C=1C(OCC12)=O)OC)OC)OC